(3R,4R)-4-((5-fluoro-7-(3-(trifluoromethyl)phenyl)pyrrolo[2,1-f][1,2,4]triazin-2-yl)amino)-1-(methylsulfonyl)piperidin-3-ol FC=1C=C(N2N=C(N=CC21)N[C@H]2[C@@H](CN(CC2)S(=O)(=O)C)O)C2=CC(=CC=C2)C(F)(F)F